N[C@H]1CS(C2=C(N(C1=O)CC1=CC=C(C=C1)Cl)C=C(C(=C2)F)C=2N=NC=C(N2)N(CC)CC)(=O)=O (3R)-3-amino-5-[(4-chlorophenyl)methyl]-7-[5-(diethylamino)-1,2,4-triazin-3-yl]-8-fluoro-1,1-dioxo-2,3-dihydro-1λ6,5-benzothiazepine-4-One